CN(C1=CC=C(C=C1)N(C(CC)C)C)C(CC)C N,N'-dimethyl-N,N'-di(1-methylpropyl)p-phenylenediamine